2-(3-phenoxyphenyl)-4-phenylpentanedioic acid O(C1=CC=CC=C1)C=1C=C(C=CC1)C(C(=O)O)CC(C(=O)O)C1=CC=CC=C1